1-((3S,4S)-3-fluoro-4-((4-((5-(furan-2-yl)-2-methoxyphenyl)amino)-7-methoxyquinazolin-6-yl)oxy)piperidin-1-yl)prop-2-en-1-one F[C@H]1CN(CC[C@@H]1OC=1C=C2C(=NC=NC2=CC1OC)NC1=C(C=CC(=C1)C=1OC=CC1)OC)C(C=C)=O